ClC1=C(C(=CC=2NC(=NC21)[C@H](CC(=O)N)C2=CC=C(C=C2)S(=O)(=O)CC)Cl)N2CCC(CC2)(F)F (R)-3-(4,6-dichloro-5-(4,4-difluoropiperidin-1-yl)-1H-benzo[d]imidazol-2-yl)-3-(4-(ethylsulfonyl)phenyl)propanamide